7-(6-((1s,3s)-3-(3-(piperazin-1-yl)propoxy)cyclobutoxy)pyridin-3-yl)-5H-pyrido[4,3-b]indole N1(CCNCC1)CCCOC1CC(C1)OC1=CC=C(C=N1)C=1C=CC=2C3=C(NC2C1)C=CN=C3